2-butyl-7-isopropoxy-1-(4-(piperazin-1-ylmethyl)benzyl)-1H-imidazo[4,5-d]pyridazin-4-amine C(CCC)C1=NC=2C(=C(N=NC2N)OC(C)C)N1CC1=CC=C(C=C1)CN1CCNCC1